C(#N)C=1C=NN2C1C(=CC(=C2)OCC)C=2C=CC(=NC2)N2CCC(CC2)(C(=O)NCC(C)C)CN2C[C@H](CC2)OC (S)-1-(5-(3-cyano-6-ethoxypyrazolo[1,5-a]pyridin-4-yl)pyridin-2-yl)-N-isobutyl-4-((3-methoxypyrrolidin-1-yl)methyl)piperidine-4-carboxamide